(S)-5-chloro-2-(2-methyl-4-(piperidin-4-yl)benzo[d][1,3]dioxol-2-yl)pyridine HCl salt Cl.ClC=1C=CC(=NC1)[C@@]1(OC2=C(O1)C=CC=C2C2CCNCC2)C